4-tritylpiperazine-2-carboxylic acid ethyl ester C(C)OC(=O)C1NCCN(C1)C(C1=CC=CC=C1)(C1=CC=CC=C1)C1=CC=CC=C1